3-Glycidoxypropylmethyldiethoxysilan C(C1CO1)OCCC[Si](OCC)(OCC)C